propargyl-L-glutamic acid anhydride C(C#C)N[C@H]1CCC(=O)OC1=O